2-(N-(4-((3-(N-(tert-butyl)sulfamoyl)phenyl)carbamoyl)-3-(6-azaspiro[2.5]octan-6-yl)phenyl)sulfamoyl)propanoate C(C)(C)(C)NS(=O)(=O)C=1C=C(C=CC1)NC(=O)C1=C(C=C(C=C1)NS(=O)(=O)C(C(=O)[O-])C)N1CCC2(CC2)CC1